Cl.FC(C=1C=C(C=CC1)[C@H](C)N)(F)F (S)-1-(3-(trifluoromethyl)phenyl)ethan-1-amine hydrochloride